3-isopropyl-1-methyl-1-(7-(6-((tetrahydro-2H-pyran-3-yl)methoxy)pyridin-3-yl)quinoxalin-2-yl)urea C(C)(C)NC(N(C1=NC2=CC(=CC=C2N=C1)C=1C=NC(=CC1)OCC1COCCC1)C)=O